C(#N)[C@@H]1C([C@@]2(CN1C([C@H](CC(C)C)N(C(=O)C=1NC3=CC(=CC(=C3C1)F)F)C)=O)C(NC1=CC=CC=C12)=O)([2H])[2H] N-((s)-1-((3R,5'S)-5'-cyano-2-oxospiro[indoline-3,3'-pyrroline]-1'-yl-4',4'-d2)-4-methyl-1-oxopentan-2-yl)-4,6-difluoro-N-methyl-1H-indole-2-carboxylic acid amide